ClC=1C=C2C(=NC=NC2=CC1C1=CC(=CC=C1)O)N1CCN(CC1)C(C=C)=O 1-(4-(6-chloro-7-(3-hydroxyphenyl)quinazolin-4-yl)piperazin-1-yl)prop-2-en-1-one